C1(=CC=CC=C1)C=1N=C(OC1)C1=NC(=CC=C1)C=1OC=C(N1)C1=CC=CC=C1 2,6-bis[4-(R)-phenyl-2-oxazolyl]pyridine